bromo-3-methylbenzo[d]isothiazole BrC1=CC=CC2=C1C(=NS2)C